N1(CCNCC1)C(=O)OC1=CC=C(C=C1)C1(CCOCC1)C1=CC=C(C=C1)C(C)=O 4-[4-(4-acetylphenyl) tetrahydro-2H-pyran-4-yl]Phenyl piperazine-1-carboxylate